N-((1S,3R)-3-aminocyclopentyl)-3-(6-morpholino-1H-benzo[d]imidazol-2-yl)-1H-indazole-5-carboxamide N[C@H]1C[C@H](CC1)NC(=O)C=1C=C2C(=NNC2=CC1)C1=NC2=C(N1)C=C(C=C2)N2CCOCC2